CN1C2=C(OC[C@@H](C1=O)NC(C1=NC=CC(=C1)CC=1N=C(SC1)C)=O)C=CC(=C2)C#CC2COC2 (S)-N-(5-methyl-7-(oxetan-3-ylethynyl)-4-oxo-2,3,4,5-tetrahydrobenzo[b][1,4]oxazepin-3-yl)-4-((2-methylthiazol-4-yl)methyl)picolinamide